6-oxaheptanoic acid (1r,3r,4s)-3-menthyl ester [C@@H]1(C[C@H]([C@@H](CC1)C(C)C)OC(CCCCOC)=O)C